1-ethyl-5-(4,4,5,5-tetramethyl-1,3,2-dioxaborolan-2-yl)triazole C(C)N1N=NC=C1B1OC(C(O1)(C)C)(C)C